1-((4-(4-Fluoro-2-methyl-1H-indol-5-yloxy)-6-methoxy-quinolin-7-yloxy)methyl)cyclopropanamine succinic acid salt C(CCC(=O)O)(=O)O.FC1=C2C=C(NC2=CC=C1OC1=CC=NC2=CC(=C(C=C12)OC)OCC1(CC1)N)C